(S)-1-(3-(4-((4-([1,2,4]triazolo[1,5-a]pyridin-7-yloxy)-3-methylphenyl)amino)pyrido[3,2-d]pyrimidin-6-yl)piperidin-1-yl)prop-2-en-1-one N=1C=NN2C1C=C(C=C2)OC2=C(C=C(C=C2)NC=2C1=C(N=CN2)C=CC(=N1)[C@@H]1CN(CCC1)C(C=C)=O)C